ClCC=1C=CC(=C(C(=O)Cl)C1)OC 5-(chloromethyl)-2-methoxybenzoyl chloride